β-xylose O[C@H]1[C@H](O)[C@@H](O)[C@H](O)CO1